C(C1=CC=CC=C1)(=O)[C@]([C@](C(=O)O)(O)C(C1=CC=CC=C1)=O)(O)C(=O)O dibenzoyl-L-tartaric acid